(R)-1-(7-(8-ethyl-7-fluoro-3-hydroxynaphthalen-1-yl)-8-fluoro-2-(((2R,7aS)-2-fluorotetrahydro-1H-pyrrolizin-7a(5H)-yl)methoxy)pyrido[4,3-d]pyrimidin-4-yl)-3-methyl-piperidin-3-ol C(C)C=1C(=CC=C2C=C(C=C(C12)C1=C(C=2N=C(N=C(C2C=N1)N1C[C@@](CCC1)(O)C)OC[C@]12CCCN2C[C@@H](C1)F)F)O)F